NC1=C2C(=NC=N1)N(N=C2C2=CC=C(C=C2)NC(=O)C2=NN(C=C(C2=O)C2=CC=C(C=C2)F)CCOC)CC(F)F N-(4-(4-amino-1-(2,2-difluoroethyl)-1H-pyrazolo[3,4-d]pyrimidin-3-yl)phenyl)-5-(4-fluorophenyl)-1-(2-methoxyethyl)-4-oxo-1,4-dihydropyridazine-3-carboxamide